BrC1=CC(=NN1C1OCCCC1)C(=O)N1CCC(CC1)C(=O)NC1CN(CC1)C(=O)OC(C)(C)C tert-butyl 3-[1-[5-bromo-1-(oxan-2-yl)pyrazole-3-carbonyl]piperidine-4-amido]pyrrolidine-1-carboxylate